N-(2-iodo-4,5-dimethoxyphenyl)acetamide tert-butyl-7-[2-[1-(2,6-dioxo-3-piperidyl)-3-methyl-2-oxo-benzimidazol-5-yl]ethyl]-2,7-diazaspiro[3.5]nonane-2-carboxylate C(C)(C)(C)OC(=O)N1CC2(C1)CCN(CC2)CCC2=CC1=C(N(C(N1C)=O)C1C(NC(CC1)=O)=O)C=C2.IC2=C(C=C(C(=C2)OC)OC)NC(C)=O